1-(2,2-dioxo-2-thia-7-azaspiro[3.5]nonan-7-yl)-2-(4-(trifluoromethyl)phenoxy)propan-1-one O=S1(CC2(C1)CCN(CC2)C(C(C)OC2=CC=C(C=C2)C(F)(F)F)=O)=O